[Cl-].[Cl-].N1C=[NH+]C=C1.N1C=[NH+]C=C1 1H-imidazol-3-ium dichloride